3,4-dihydroquinazolin N1=CNCC2=CC=CC=C12